C(C)(C)(C)OC(=O)N1[C@@H](C[C@H](C1)CC1=CC=C(C=C1)C)C(NCC=1C=C2C=NN(C2=CC1)C)=O |r| rac-(2s,4r)-2-[(1-methylindazol-5-yl)methylcarbamoyl]-4-(p-tolylmethyl)pyrrolidine-1-carboxylic acid tert-butyl ester